C(C)(C)(C)OC(=O)N1C(CC(CC1)OC1COC1)C(=O)O 1-(tert-Butoxycarbonyl)-4-(oxetan-3-yloxy)piperidine-2-carboxylic acid